(S)-2-((4-(6-((3-cyclopropylpyrazolo[1,5-a]pyridine-5-yl)methoxy)pyridin-2-yl)piperidin-1-yl)methyl)-1-((oxetan-2-yl)methyl)-1H-benzo[d]imidazole-6-Carboxylic acid C1(CC1)C=1C=NN2C1C=C(C=C2)COC2=CC=CC(=N2)C2CCN(CC2)CC2=NC1=C(N2C[C@H]2OCC2)C=C(C=C1)C(=O)O